4-methoxy-N-(5-phenylisoxazol-3-yl)benzenesulfonamide COC1=CC=C(C=C1)S(=O)(=O)NC1=NOC(=C1)C1=CC=CC=C1